6-[(2,4-difluoro-phenyl)methyl]-2-azaspiro[3.3]heptane FC1=C(C=CC(=C1)F)CC1CC2(CNC2)C1